tert-butyl N-allyl-N-[6-[2-[6-amino-3-[3-(3,3,3-trifluoro-2,2-dimethyl-propoxy)pyrazol-1-yl]-2-pyridyl]phenyl]hexyl]carbamate C(C=C)N(C(OC(C)(C)C)=O)CCCCCCC1=C(C=CC=C1)C1=NC(=CC=C1N1N=C(C=C1)OCC(C(F)(F)F)(C)C)N